[NH4+].C(C1=CC=CC=C1)Cl R-benzylchloride ammonium salt